tert-butyl N-[(2R)-1-fluoro-3-hydroxypropan-2-yl]carbamate FC[C@@H](CO)NC(OC(C)(C)C)=O